NC(CCC(=O)NCCCCN=[N+]=[N-])(CCC(=O)NCCCCN=[N+]=[N-])CCC(=O)NCCCCN=[N+]=[N-] 4-amino-N1,N7-bis(4-azidobutyl)-4-(3-((4-azidobutyl)amino)-3-oxopropyl)heptanediamide